4-(2-hydroxypropan-2-yl)-N-((6-methyl-5-(pyrazolo[1,5-a]pyridin-5-yl)-2,3-dihydro-1H-inden-4-yl)carbamoyl)thiophene-2-sulfonamide OC(C)(C)C=1C=C(SC1)S(=O)(=O)NC(NC1=C2CCCC2=CC(=C1C1=CC=2N(C=C1)N=CC2)C)=O